6-((7-Chloroisoquinolin-1-yl)amino)-N-(chroman-6-ylmethyl)nicotinamide methyl-1-(4-acetamidobenzyl)-3-phenethyl-pyrrolidin-3-carboxylate COC(=O)C1(CN(CC1)CC1=CC=C(C=C1)NC(C)=O)CCC1=CC=CC=C1.ClC1=CC=C2C=CN=C(C2=C1)NC1=NC=C(C(=O)NCC=2C=C3CCCOC3=CC2)C=C1